C(C)(C)(C)OC(NC12CC(C1)(C2)C2=NC(=NO2)[C@@H]2C[C@@H](C2)OC(F)(F)F)=O (3-(3-(cis-3-(trifluoromethoxy)cyclobutyl)-1,2,4-oxadiazol-5-yl)bicyclo[1.1.1]pent-1-yl)carbamic acid tert-butyl ester